ClCC(=O)N1C2=C(OC[C@@H]1C)N=C(C(=C2)CC2=CC=C(C=C2)F)C(=O)NCCOCCOC (S)-1-(2-chloroacetyl)-7-(4-fluorobenzyl)-N-(2-(2-methoxyethoxy)ethyl)-2-methyl-2,3-dihydro-1H-pyrido[2,3-b][1,4]oxazine-6-carboxamide